BrC1=C(OCC(O[Si](C)(C)C(C)(C)C)(C)C)C=C(C(=C1)I)N1N=CC=C1 [2-(2-bromo-4-iodo-5-pyrazol-1-yl-phenoxy)-1,1-dimethyl-ethoxy]-tert-butyl-dimethyl-silane